C(C)OC[C@]1(CN(CC1)C(C)C1=CN=NC=C1)CCC1=CC=C(C#N)C=C1 4-(2-((3R)-3-(ethoxymethyl)-1-(1-(pyridazin-4-yl)ethyl)pyrrolidin-3-yl)ethyl)benzonitrile